COCOC1=C2C(CCOC2=CC(=C1)OCOC)=O 5,7-bis(methoxymethoxy)chroman-4-one